(2R,4aR,9aR)-5-hydroxy-7-((E)-2-(5-hydroxy-2,2-dimethylchroman-7-yl)vinyl)-1,1,4a-trimethyl-2,3,4,4a,9,9a-hexahydro-1H-xanthen-2-yl formate C(=O)O[C@H]1C([C@H]2CC3=CC(=CC(=C3O[C@@]2(CC1)C)O)\C=C\C1=CC(=C2CCC(OC2=C1)(C)C)O)(C)C